3-[(2,2-difluoroethyl)carbamoyl]-6-fluoro-2-methyl-4-(trifluoromethyl)benzoic acid FC(CNC(=O)C=1C(=C(C(=O)O)C(=CC1C(F)(F)F)F)C)F